N,N,N-trimethylbutyl-ammonium decanoate C(CCCCCCCCC)(=O)[O-].C[N+](C)(C)CCCC